FC1=C(COC(=O)C2C(C2C=C(Cl)Cl)(C)C)C(=C(C(=C1F)COC)F)F 2,3,5,6-tetrafluoro-4-(methoxymethyl)benzyl-3-(2,2-dichlorovinyl)-2,2-dimethylcyclopropanecarboxylate